N1(N=NN=C1)C[C@H](C)OC1=C(C#N)C=CC(=C1)C=1C=NC(=NC1)NC=1C(=NN(C1)C1CCC(CC1)N1CCOCC1)OCCOCCOCCOCCOCCOCCOC 2-(((S)-1-(1H-tetrazol-1-yl)propan-2-yl)oxy)-4-(2-((3-((2,5,8,11,14,17-hexaoxanonadecan-19-yl)oxy)-1-((1r,4r)-4-morpholinocyclohexyl)-1H-pyrazol-4-yl)amino)pyrimidin-5-yl)benzonitrile